2-((1-ethyl-3-methyl-1H-pyrazole-5-carbonyl)imino)-2,3-dihydrothiazolo[4,5-b]Pyridine-6-carboxamide C(C)N1N=C(C=C1C(=O)N=C1SC=2C(=NC=C(C2)C(=O)N)N1)C